NC=1C(=C(C(=CC1C(=O)OC)CCC=O)C1=C(C(=CC=C1)Cl)Cl)F methyl 3-amino-2',3'-dichloro-2-fluoro-6-(3-oxopropyl)-[1,1'-biphenyl]-4-carboxylate